OC(C(=O)C1=CC=C(C=C1)CC1=CC=C(C=C1)C(C(C)(C)O)=O)(C)C 2-hydroxy-1-{4-[4-(2-hydroxy-2-methylpropionyl)benzyl]phenyl}-2-methylpropan-1-on